3',6'-di(azetidin-1-yl)-6-(((2-(2-((6-chlorohexyl)oxy)ethoxy)ethyl)(methyl)amino)methyl)-3H-spiro[isobenzofuran-1,9'-xanthen]-3-one N1(CCC1)C=1C=CC=2C3(C4=CC=C(C=C4OC2C1)N1CCC1)OC(C1=CC=C(C=C13)CN(C)CCOCCOCCCCCCCl)=O